O.Cl(=O)(=O)(=O)[O-].[Fe+2].Cl(=O)(=O)(=O)[O-] Ferrous perchlorate hydrate